4-(5-(4-isopropylphenyl)-1H-imidazole-2-yl)benzoic acid C(C)(C)C1=CC=C(C=C1)C1=CN=C(N1)C1=CC=C(C(=O)O)C=C1